FC(OC1=CC=C(C(=O)N2CCC(CC2)C=2OC(=CN2)CNN2C(C3=CC=CC=C3C2=O)=O)C=C1)(F)F (((2-(1-(4-(trifluoromethoxy)benzoyl)piperidin-4-yl)oxazol-5-yl)methyl)amino)isoindoline-1,3-dione